2,2-difluoro-N-[rac-(2R,3S)-1-[(6-fluoro-1H-indol-4-yl)methyl]-5-oxo-2-phenylpyrrolidin-3-yl]propanamide FC(C(=O)N[C@@H]1[C@H](N(C(C1)=O)CC1=C2C=CNC2=CC(=C1)F)C1=CC=CC=C1)(C)F |r|